ClC1=NC=C(C=C1C(=O)NC1=CC(=CC=C1)S(=O)(=O)C)C(F)(F)F 2-chloro-N-(3-methylsulfonylphenyl)-5-(trifluoromethyl)pyridine-3-carboxamide